BrC=1C=C(C=CC1)C(C)(CCCCC(C#C)(C)C)C=1N=C(SC1)C=1C=C(OC2=C(C=3C=CNC3C=C2F)C=O)C=CC1 5-(3-(4-(2-(3-Bromophenyl)-7,7-dimethylnon-8-yn-2-yl)thiazol-2-yl)phenoxy)-6-fluoro-1H-indole-4-carbaldehyde